Cl.ClC1=C(C=C(C=C1)C1(CNC1)OC)F 3-(4-chloro-3-fluorophenyl)-3-methoxyazetidine hydrochloride